FC1(OC=2C=C(C=C(C2C2C1CCCC2)O)C(C)(CC)C)F 6,6-Difluoro-3-(2-methylbutan-2-yl)-6a,7,8,9,10,10a-hexahydrobenzo[c]chromen-1-ol